N-methyl-N-hydroxyethyl-para-toluidine CN(C1=CC=C(C=C1)C)CCO